N-(6-(4,4-difluoroazepan-1-yl)-2,2-dimethyl-2,3-dihydrobenzo-furan-5-yl)pyrazolo[1,5-a]pyrimidine-3-carboxamide FC1(CCN(CCC1)C1=CC2=C(CC(O2)(C)C)C=C1NC(=O)C=1C=NN2C1N=CC=C2)F